C(C)(=O)C1=CC(=C(C=N1)C1=CC2=C(N=C(S2)NC(=O)[C@H]2[C@H](C2)F)C=C1)C (1s,2s)-N-(6-(6-acetyl-4-methylpyridin-3-yl)benzo[d]thiazol-2-yl)-2-fluorocyclopropane-1-carboxamide